2'-(1,3-phenylenedi(oxy))dioctanoic acid C1(=CC(=CC=C1)OCCCCCCCC(=O)O)OCCCCCCCC(=O)O